FC(C(=O)O)(F)F.C(#N)C=1C=NN2C1C(=CC(=C2)OCC)C=2C=CC(=NC2)N2C[C@H](CCC2)N(C(OC(C)(C)C)=O)C tert-butyl (S)-(1-(5-(3-cyano-6-ethoxypyrazolo[1,5-a]pyridin-4-yl)pyridin-2-yl)piperidin-3-yl)(methyl)carbamate 2,2,2-trifluoroacetate